C(=O)(O)CON O-(carboxymethyl)hydroxylamine